C(C)OC(CN1CCN(CC1)C=1C=NC(=CC1)NC=1N=CC2=C(N1)N(C(=C2)C(N(C)C)=O)C2CCCC2)=O {4-[6-(7-cyclopentyl-6-dimethylcarbamoyl-7H-pyrrolo[2,3-d]pyrimidin-2-ylamino)pyridin-3-yl]-piperazin-1-yl}-acetic acid ethyl ester